NC1=CC(NC=C1C)=O 4-amino-5-methyl-2(1H)-pyridinone